COC(=O)C1=C(C(=NN1CC1(CC(C1)(F)F)C)C1(CC1)F)I.C1(=CC=CC=C1)C1N(C(OC1)=O)C(C=CC=1SC=C(C1)C1=CC=CC=C1)=O 4-phenyl-3-(3-(4-phenylthiophen-2-yl)propenoyl)oxazolidin-2-one methyl-1-((3,3-difluoro-1-methylcyclobutyl)methyl)-3-(1-fluorocyclopropyl)-4-iodo-1H-pyrazole-5-carboxylate